tert-butyl 3-(5-(4-fluoro-2-(isopropyl(ethyl) carbamoyl)phenyl)-5H-pyrrolo[3,2-d]pyrimidin-7-yl)piperidine-1-carboxylate FC1=CC(=C(C=C1)N1C=C(C=2N=CN=CC21)C2CN(CCC2)C(=O)OC(C)(C)C)C(N(CC)C(C)C)=O